(S)-6-(1-(5-(1,3-dimethyl-1H-pyrazol-4-yl)-7-((4-methyl-1H-imidazol-1-yl)methyl)-1-oxo-3,4-dihydroisoquinolin-2(1H)-yl)ethyl)-4-ethoxynicotinonitrile CN1N=C(C(=C1)C1=C2CCN(C(C2=CC(=C1)CN1C=NC(=C1)C)=O)[C@@H](C)C1=NC=C(C#N)C(=C1)OCC)C